4-Amino-3-morpholino-N'-(piperazine-1-carbonyl)benzenesulfonohydrazide NC1=C(C=C(C=C1)S(=O)(=O)NNC(=O)N1CCNCC1)N1CCOCC1